9-(4-[18F]-fluoro-3-[hydroxymethyl]butyl)guanine [18F]CC(CCN1C=2N=C(NC(C2N=C1)=O)N)CO